Bis(carboxymethyl)-1,4,8,11-tetraazabicyclo[6.6.2]hexadecan C(=O)(O)CN1CCN2CCCN(CCN(CCC1)CC2)CC(=O)O